hydroxyhexa-3,5-dien-2-one OCC(C=CC=C)=O